CC(OC/C(=C\Br)/Br)(OC/C(=C\Br)/Br)C dimethylbis[(2E)-2,3-dibromoprop-2-en-1-yl-oxy]methane